C(C=C)(=O)O.C(C=C)(=O)O.C(C=C)(=O)O.C(C=C)(=O)O.C1CO1 ethyleneoxide tetraacrylate